6-(2-(4-Fluoro-3-methylphenyl)pyridin-3-yl)-1H-pyrazolo[4,3-b]pyridin FC1=C(C=C(C=C1)C1=NC=CC=C1C=1C=C2C(=NC1)C=NN2)C